Cl.FC(C=1C=C2CCC(C2=CC1)N)F 5-(difluoromethyl)-2,3-dihydro-1H-inden-1-amine hydrochloride